ClC1=NC=C(C(=C1)C1=C(C=NC(=C1)C)C(=O)NC=1SC2=C(N1)CN(C2)C(=O)C=2C=NC(=NC2)C(F)F)OC 2'-chloro-N-(5-(2-(difluoromethyl)pyrimidine-5-carbonyl)-5,6-dihydro-4H-pyrrolo[3,4-d]thiazol-2-yl)-5'-methoxy-6-methyl-[4,4'-bipyridine]-3-carboxamide